FC(C(CCN[C@@H](CCS)C(=O)[O-])(C1=NC=CC=C1)O)(F)F (4,4,4-trifluoro-3-hydroxy-3-(pyridin-2-yl)butyl)-Z-homocysteinate